bis(isononanoyl)-1,2-cyclohexanedicarboxylate C(CCCCCC(C)C)(=O)OC(=O)C1C(CCCC1)C(=O)OC(CCCCCC(C)C)=O